2-(2,6-dioxopiperidin-3-yl)-5-(4-(6-hydroxyhexyl)piperazine-1-yl)isoindoline-1,3-dione O=C1NC(CCC1N1C(C2=CC=C(C=C2C1=O)N1CCN(CC1)CCCCCCO)=O)=O